O=C1N(C([C@H](N1)CC1CCN(CC1)C(=O)OCC1=CC=CC=C1)=O)C1CC2(CC(C2)OC2=C(C(=O)N)C=CC=N2)C1 2-(((R)-6-(2,5-dioxo-4-(N-benzyloxycarbonylpiperidin-4-ylmethyl)imidazolidin-1-yl)spiro[3.3]heptan-2-yl)oxy)nicotinamide